C(C)(C)OC(=O)OCOP(=O)(OCOC(=O)OC(C)C)CC(C(=O)OC)CCC(=O)OC Dimethyl 2-((bis{[(isopropoxycarbonyl)oxy]methoxy}phosphoryl)methyl)-pentanedioate